C(C)OC([C@@H](CC)S(=O)(=O)C)=O (R)-2-methylsulfonyl-butyric acid ethyl ester